C1(=CC=C(C=C1)N(C1=CC=C(C=C1)C1=CC=CC=C1)C1=CC=C(C=C1)C1=CC=CC2=C1SC1=C2C=CC=C1)C1=CC=CC=C1 N-([1,1'-biphenyl]-4-yl)-N-(4-(dibenzo[b,d]thiophen-4-yl)Phenyl)-[1,1'-biphenyl]-4-amine